(6aR)-8-acryloyl-1-(4-cyano-2,2-dimethylpyrrolidin-1-yl)-4-fluoro-3-(2-fluoro-6-hydroxyphenyl)-6,6a,7,8,9,10-hexahydro-12H-pyrazino[2,1-c]pyrido[3,4-f][1,4]oxazepin-12-one C(C=C)(=O)N1C[C@@H]2COC3=C(C(N2CC1)=O)C(=NC(=C3F)C3=C(C=CC=C3O)F)N3C(CC(C3)C#N)(C)C